ClC=1C=CC(=C(C1)C=1N=CN(C(C1)=O)[C@H]1CCC[C@H](C(NC=2C=NN(C2C=2C=CN=C1C2)C)=O)C)C2=CN=NC=C2 (9R,13S)-13-{4-[5-chloro-2-(pyridazin-4-yl)phenyl]-6-oxo-1,6-dihydropyrimidin-1-yl}-3,9-dimethyl-3,4,7,15-tetraazatricyclo[12.3.1.02,6]Octadec-1(18),2(6),4,14,16-pentaen-8-one